C(#N)N1C2CCC(C1)[C@H]2NC(=O)C2=NNC(=C2)C=2C=NC=CC2SC2=CC=CC=C2 N-((7R)-2-Cyano-2-azabicyclo[2.2.1]heptan-7-yl)-5-(4-(phenylthio)pyridin-3-yl)-1H-pyrazol-3-carboxamid